(S)-4-iodo-N1-(oxetan-2-ylmethyl)benzene-1,2-diamine IC=1C=C(C(=CC1)NC[C@H]1OCC1)N